2-{2-[7-(3,5-Dimethylisoxazol-4-yl)-2-oxo-1,2,4,5-tetrahydroimidazo[1,5,4-de][1,4]benzoxazin-4-yl]phenoxy}-N,N-dimethylacetamide CC1=NOC(=C1C1=CC=C2C=3N(C(COC31)C3=C(OCC(=O)N(C)C)C=CC=C3)C(N2)=O)C